calcium anthracenedicarboxylic acid C=1(C(=CC=C2C=C3C=CC=CC3=CC12)C(=O)O)C(=O)O.[Ca]